ClC=1C=C(CNC(C2=C(C=CC=C2)OC)=O)C=CC1 N-(3-chlorobenzyl)-2-methoxybenzamide